C(C1=CC=CC=C1)OC=1C(=NN(C1C(C)(C)C)COCC[Si](C)(C)C)C 4-(benzyloxy)-5-(tert-butyl)-3-methyl-1-((2-(trimethylsilyl)ethoxy)methyl)-1H-pyrazole